O1CCOC2=C1C=CC=C2 2,3-dihydro-benzo[1,4]dioxine